S1C(=NCC1)N1CC(C1)SC1=C(N2C([C@@H]([C@H]2[C@H]1C)[C@@H](C)NC(CNC)=O)=O)C(=O)O (4R,5S,6R)-3-(1-(4,5-dihydrothiazol-2-yl)azetidin-3-ylthio)-4-methyl-6-((R)-1-(2-(methylamino)acetamido)ethyl)-7-oxo-1-azabicyclo[3.2.0]hept-2-ene-2-carboxylic acid